4-{3-methoxy-4-[2-(prop-2-yl)phenoxy]phenyl}-2H,4H,5H,6H,7H-pyrazolo[3,4-b]pyridin-6-one COC=1C=C(C=CC1OC1=C(C=CC=C1)C(C)C)C1C=2C(NC(C1)=O)=NNC2